(5S,8R)-N-(4-fluoro-3-(trifluoromethyl)phenyl)-6,7,8,9-tetrahydro-5H-5,8-epimino-cyclohepta[d]pyrimidine-10-carboxamide FC1=C(C=C(C=C1)NC(=O)N1[C@H]2CC[C@@H]1CC=1N=CN=CC12)C(F)(F)F